NC1(CCN(CC1)C1=CC=CC=C1)C(=O)O 4-amino-1-phenylpiperidine-4-carboxylic Acid